ClC=1N=CC(=NC1)CN 1-(5-Chloropyrazin-2-yl)methylamine